ethyl [(1R,4r)-4-{1-[(R)-2-(m-fluorophenyl)-2-hydroxyethylamino]-1-methylethyl}cyclohexyloxy]acetate FC=1C=C(C=CC1)[C@H](CNC(C)(C)C1CCC(CC1)OCC(=O)OCC)O